COC(=O)C1=C(C=NC=C1)NC[C@@H]1CCCC2=CC(=CC=C12)N1CCCCC2=C1C=CC=C2 3-({[(1R)-6-(2,3,4,5-tetrahydro-1H-1-benzazepin-1-yl)-1,2,3,4-tetrahydronaphthalen-1-yl]methyl}amino)pyridine-4-carboxylic acid methyl ester